(S)-4-(6-(5-((2,6-difluorophenyl)sulphonamido)-6-methoxypyridin-3-yl)pyrido[3,2-d]pyrimidin-4-yl)-3-methylpiperazine-1-carboxylic acid tert-butyl ester C(C)(C)(C)OC(=O)N1C[C@@H](N(CC1)C=1C2=C(N=CN1)C=CC(=N2)C=2C=NC(=C(C2)NS(=O)(=O)C2=C(C=CC=C2F)F)OC)C